[Zr].N(CCO)(CCO)CCO.N(CCO)(CCO)CCO.N(CCO)(CCO)CCO.N(CCO)(CCO)CCO tetratriethanolamine zirconium